C(CCCCC)C(C(=O)OCCCCCCN(CCCO)CCCCCCOC(CCC(OCCCC\C=C/CC)OCCCC\C=C/CC)=O)CCCCCCCC 6-((6-((4,4-bis(((Z)-oct-5-en-1-yl)oxy)butanoyl)oxy)hexyl)(3-hydroxypropyl)amino)hexyl 2-hexyldecanoate